[Cl-].C[N+](CC)(CC)CCO methyl(2-hydroxyethyl)diethylammonium chloride